Bis(3,5-di-tert-butyl-4-methoxyphenyl)chlorophosphine C(C)(C)(C)C=1C=C(C=C(C1OC)C(C)(C)C)P(Cl)C1=CC(=C(C(=C1)C(C)(C)C)OC)C(C)(C)C